yttrium tridecanate C(CCCCCCCCCCCC)(=O)[O-].[Y+3].C(CCCCCCCCCCCC)(=O)[O-].C(CCCCCCCCCCCC)(=O)[O-]